(S)-2-((2-((S)-5-(Difluoromethyl)-3-methyl-2,4-dioxoimidazolidin-1-yl)-5,6-dihydrobenzo[f]imidazo[1,2-d][1,4]oxazepin-9-yl)amino)propionamide FC([C@@H]1C(N(C(N1C=1N=C2N(CCOC3=C2C=CC(=C3)N[C@H](C(=O)N)C)C1)=O)C)=O)F